tert-butyl 2-[2-([3-[3-methyl-1-(1-methyl-2,6-dioxopiperidin-3-yl)-2-oxo-1,3-benzodiazol-5-yl]prop-2-yn-1-yl]oxy) ethoxy]acetate CN1C(N(C2=C1C=C(C=C2)C#CCOCCOCC(=O)OC(C)(C)C)C2C(N(C(CC2)=O)C)=O)=O